FC1=C(OC2=C(C=C3CCC(C3=C2)=O)NS(=O)(=O)C)C=CC(=C1)F N-[6-(2,4-difluorophenoxy)-2,3-dihydro-1-oxo-1H-inden-5-yl]methanesulfonamide